O1COC2=C1C=CC=C2CN2[C@H](CC(C2)(F)F)C(=O)NC2=CC=C(C=C2)C2CC2 (R)-1-(benzo[d][1,3]dioxol-4-ylmethyl)-N-(4-cyclopropylphenyl)-4,4-difluoropyrrolidine-2-carboxamide